C[Si](OCC)(C)C 2-trimethylsiloxyethane